N-(5-isonicotinoyl-5,6-dihydro-4H-pyrrolo[3,4-d]thiazol-2-yl)-4-(2-methoxyphenyl)-6-methylnicotinamide C(C1=CC=NC=C1)(=O)N1CC=2N=C(SC2C1)NC(C1=CN=C(C=C1C1=C(C=CC=C1)OC)C)=O